dibenzo[1,5]diazocine C1=CC=CC2=C1C=NC1=C(C=N2)C=CC=C1